4-(1-methylnonyl)benzenesulfonic acid CC(CCCCCCCC)C1=CC=C(C=C1)S(=O)(=O)O